C([O-])([O-])=O.[Na+].C(C)(C)(C)OC(=O)N1CCC(=CC1)C1=C(C=C(C=C1)N)F.[Na+] 4-(4-Amino-2-fluoro-phenyl)-3,6-dihydro-2H-pyridine-1-carboxylic acid tert-butyl ester Sodium carbonate